2-(1-(4,4,5,5-tetramethyl-1,3,2-dioxaborolan-2-yl)naphthalen-4-yl)-9-phenyl-1,10-phenanthroline CC1(OB(OC1(C)C)C1=CC=C(C2=CC=CC=C12)C1=NC2=C3N=C(C=CC3=CC=C2C=C1)C1=CC=CC=C1)C